The molecule is a diamino-1,3,5-triazine that is N,N'-diethyl-1,3,5-triazine-2,4-diamine substituted by a hydroxy group at position 2. It is a metabolite of the herbicide simazine. It has a role as a marine xenobiotic metabolite. It is a diamino-1,3,5-triazine and a heteroaryl hydroxy compound. CCNC1=NC(=NC(=O)N1)NCC